N1(CCNCC1)C(=O)O.N1(CCNCC1)C1=CC=C(C=C1)N1C(NC(CC1)=O)=O 1-(4-piperazin-1-ylphenyl)hexahydropyrimidine-2,4-dione piperazine-1-carboxylate